7-((5-methyl-6-(piperazin-1-yl)pyridin-3-yl)methyl)-2-(octyloxy)imidazo[2,1-f][1,2,4]triazin-4-amine CC=1C=C(C=NC1N1CCNCC1)CC1=CN=C2C(=NC(=NN21)OCCCCCCCC)N